2,2',3,4,6-pentafluoro-5-iodo-4'-methoxy-5'-nitro-1,1'-biphenyl FC1=C(C(=C(C(=C1F)F)I)F)C1=C(C=C(C(=C1)[N+](=O)[O-])OC)F